ClC=1C=2N(N=CC1C(=O)OCC)C(=CN2)C2=CC(=CC(=C2)Cl)Cl ethyl 8-chloro-3-(3,5-dichlorophenyl)imidazo[1,2-b]pyridazine-7-carboxylate